6-methyl-5-(1-((2-methylallyl)oxy)ethyl)indolizine-7-carboxylic acid ethyl ester C(C)OC(=O)C=1C(=C(N2C=CC=C2C1)C(C)OCC(=C)C)C